8-acetyl-CoA C(C)(=O)C=1N([C@H]2[C@H](O)[C@H](OP(=O)(O)O)[C@@H](COP(=O)(O)OP(=O)(O)OCC(C)(C)[C@@H](O)C(=O)NCCC(=O)NCCS)O2)C=2N=CN=C(C2N1)N